C(C)(C)(C)OC(NC=1C(=NC(=CC1)OC)CCC=C)=O (2-(but-3-en-1-yl)-6-methoxypyridin-3-yl)-carbamic acid tert-butyl ester